2-[({4-[7-(aminocarbonyl)-2H-indazole-2-yl]phenyl}amino)carbonyl]-1-benzylpiperidinium NC(=O)C1=CC=CC2=CN(N=C12)C1=CC=C(C=C1)NC(=O)C1[NH+](CCCC1)CC1=CC=CC=C1